2-((6-(3-(3-chloro-2-(3-methoxy-4-((7-oxo-2,6-diazaspiro[3.4]octan-2-yl)methyl)phenyl)pyridin-4-yl)-2-methylphenyl)-2-methoxypyridin-3-yl)methyl)-2,6-diazaspiro[3.4]octan-7-one ClC=1C(=NC=CC1C=1C(=C(C=CC1)C1=CC=C(C(=N1)OC)CN1CC2(C1)CNC(C2)=O)C)C2=CC(=C(C=C2)CN2CC1(C2)CNC(C1)=O)OC